thieno[2',3':4,5]thieno[3,2-B]indole S1C=CC2=C1C=1NC3=CC=CC=C3C1S2